3,6-dibenzyl-2-dimethylamino-5,6,7,8-tetrahydropyrido[4,3-d]pyrimidin-4(3H)-one C(C1=CC=CC=C1)N1C(=NC2=C(C1=O)CN(CC2)CC2=CC=CC=C2)N(C)C